5,10,15,20-tetra-carboxyl-phenyl-porphyrin C(=O)(O)C=1C=CC=C(C1)C1=C2NC(=C1)C=C1C=CC(=N1)C(=C1C=CC(N1)=C(C=1C=CC(N1)=C2C(=O)O)C(=O)O)C(=O)O